COC([C@@H](C)N1N=C(C(=C1)NC=O)OC1COC1)=O |r| racemic-methyl-2-(4-formamido-3-(oxetan-3-yloxy)-1H-pyrazol-1-yl)propanoate